tert-Butyl 10-hydroxy-10-((1-methyl-3-oxo-1,3-dihydro-2H-pyrazolo[3,4-d]pyrimidin-2-yl)methyl)-7-azaspiro[4.5]decane-7-carboxylate OC1(CCN(CC12CCCC2)C(=O)OC(C)(C)C)CN2N(C1=NC=NC=C1C2=O)C